COCCOCCN(C1=CC=CC=C1)CCOCCOC bis(2-(2-methoxyethoxy)ethyl)aniline